I.C(CCC)N n-butyl-amine hydroiodide